C(C=C)(=O)N1C[C@H](O[C@H](C1)C(F)(F)F)C1=CC(=NC(=C1)Cl)C1=CC(=NC(=N1)C)C(=O)NC 6-(4-((2R,6R)-4-acryloyl-6-(trifluoromethyl)morpholin-2-yl)-6-chloropyridin-2-yl)-N,2-dimethylpyrimidine-4-carboxamide